2-(3-chlorobenzyl)-N-(3,4-dimethylphenyl)-8-methyl-4,5-dihydro-2H-furo[2,3-g]indazole-7-carboxamide ClC=1C=C(CN2N=C3C4=C(CCC3=C2)OC(=C4C)C(=O)NC4=CC(=C(C=C4)C)C)C=CC1